6-chloro-2-(1,3,4-oxadiazol-2-yl)pyridin-3-amine ClC1=CC=C(C(=N1)C=1OC=NN1)N